COC1=CC=C(C=C1)/C=C/C(=O)N1COC2(CC2)[C@H]1C1=CC=CC=C1 (R,E)-6-(3-(4-methoxyphenyl)acryloyl)-7-phenyl-4-oxa-6-azaspiro[2.4]heptane